ClC=1C=C(C=CC1)N1[C@@H](CN(CC1)C(=O)C1=CC(=C(C=C1)S(=O)CC(=O)OC(C)CC)[N+](=O)[O-])C sec-Butyl 2-((4-((R)-4-(3-chlorophenyl)-3-methylpiperazine-1-carbonyl)-2-nitrophenyl)sulfinyl)acetate